Cl.NCCOCCN1CCN(CC1)CC=1C=C2CN(CC2=CC1)C(=O)C1=C(C=C(C(=C1)C(C)C)O)O (5-((4-(2-(2-aminoethoxy)ethyl)piperazin-1-yl)methyl)isoindolin-2-yl)(2,4-dihydroxy-5-isopropylphenyl)methanone hydrochloride